methyl 4-amino-3-[[3-(difluoromethyl)imidazol-4-yl]methylamino]benzoate NC1=C(C=C(C(=O)OC)C=C1)NCC=1N(C=NC1)C(F)F